5-((5-chloro-4-(cyclopentylamino)pyrimidin-2-yl)amino)-7-ethylbenzo[c][1,2]oxaborol-1(3H)-ol ClC=1C(=NC(=NC1)NC1=CC2=C(B(OC2)O)C(=C1)CC)NC1CCCC1